NC=1N=C(SC1C(=O)C1=CC=CC=C1)NC1=C(C=C(C=C1)OC(F)(F)F)F {4-amino-2-[2-fluoro-4-(trifluoromethoxy)anilino]-1,3-thiazol-5-yl}(phenyl)methanone